(4S)-5-(tert-Butoxycarbonyl)-1-methyl-4H,6H-pyrrolo[3,4-c]pyrazole-4-carboxylic acid C(C)(C)(C)OC(=O)N1CC=2N(N=CC2[C@H]1C(=O)O)C